C(C)(=O)OC1=C(OC2=CC(=CC(=C2C1=O)O)O)C1=CC=C(C=C1)OC acetoxy-5,7-dihydroxy-4'-methoxyflavone